1-[(4-Methylquinazolin-2-yl)methyl]-3-methyl-7-(2-butyn-1-yl)-8-[(S)-(2-aminopropyl)methylamino]-xanthine CC1=NC(=NC2=CC=CC=C12)CN1C(=O)N(C=2N=C(N(C2C1=O)CC#CC)N(C)C[C@H](C)N)C